tert-Butyl 4-(2,2-difluoro-1-oxo-2,3-dihydro-1H-inden-4-yl)piperazine-1-carboxylate FC1(C(C2=CC=CC(=C2C1)N1CCN(CC1)C(=O)OC(C)(C)C)=O)F